ClC1=CC(=C(C=C1)N1N=C(C=C1)C(=O)NC)C1=CC=C2C(=CN=NC2=C1)NCC1=C(C=C(C=C1)OC)OC 1-[4-chloro-2-[4-[(2,4-dimethoxyphenyl)methylamino]cinnolin-7-yl]phenyl]-N-methylpyrazole-3-carboxamide